C(C)N1CCN(CC1)C=1C=CC=NC1 5-(4-ethylpiperazin-1-yl)pyridin